benzyl (5S,8S)-1-(9H-fluoren-9-yl)-5-isopropyl-8-methyl-3,6,9,12-tetraoxo-2,15-dioxa-4,7,10,13-tetraazaheptadecan-17-oate C1=CC=CC=2C3=CC=CC=C3C(C12)COC(N[C@H](C(N[C@H](C(NCC(NCOCC(=O)OCC1=CC=CC=C1)=O)=O)C)=O)C(C)C)=O